BrC#CC1=CC=C(C#N)C=C1 4-(bromoethynyl)benzonitrile